CC=1N=C(C=2N(C1)C=C(N2)NC(OC(C)(C)C)=O)C#C[Si](C)(C)C tert-butyl N-[6-methyl-8-(2-trimethylsilylethynyl)imidazo[1,2-a]pyrazin-2-yl]carbamate